2,5-dichloro-N-(2-(isopropylsulfonyl)pyridin-3-yl)pyrimidin-4-amine ClC1=NC=C(C(=N1)NC=1C(=NC=CC1)S(=O)(=O)C(C)C)Cl